4-oxo-3-((4-sulfophenyl)amino)-3,4-dihydroquinazoline-2-carboxamide O=C1N(C(=NC2=CC=CC=C12)C(=O)N)NC1=CC=C(C=C1)S(=O)(=O)O